1-[(5-chloro-3-pyridinyl)methyl]-6-(3,4-difluorophenyl)-3-methyl-imidazo[4,5-b]pyridin-2-one ClC=1C=C(C=NC1)CN1C(N(C2=NC=C(C=C21)C2=CC(=C(C=C2)F)F)C)=O